[Fe-4](C#N)(C#N)(C#N)(C#N)(C#N)C#N.[C-]#N.[K+] potassium cyanide ferrocyanide